1-[2-[5-bromo-2-(8-chloro-4-oxo-chromen-2-yl)phenoxy]ethyl]azetidine-3-carboxylic acid BrC=1C=CC(=C(OCCN2CC(C2)C(=O)O)C1)C=1OC2=C(C=CC=C2C(C1)=O)Cl